C(CCCCCCCCCCCCCCCCCCCCC)N docosanamine